NCC1=CC=C(CC2=CC=C(C(=O)O)C=C2)C=C1 4-(4-(aminomethyl)benzyl)benzoic acid